tert-butyl-(2R,4R)-4-((6-((1-(tert-butyl)-5-methyl-1H-pyrazol-3-yl)amino)-3-fluoro-4-(2-fluoropropan-2-yl)pyridin-2-yl)methyl)-1-(3-chloro-2-fluorobenzyl)-2-methylpiperidine C(C)(C)(C)[C@@]1(N(CC[C@H](C1)CC1=NC(=CC(=C1F)C(C)(C)F)NC1=NN(C(=C1)C)C(C)(C)C)CC1=C(C(=CC=C1)Cl)F)C